hydrazine, trifluoroacetic acid salt FC(C(=O)O)(F)F.NN